1-(4-(4-(5-(2,6-difluorophenyl)-4,5-dihydroisoxazol-3-yl)thiazol-2-yl)piperidin-1-yl)-2-(2-(methylsulfanyl)-1H-benzimidazol-1-yl)ethan-1-one FC1=C(C(=CC=C1)F)C1CC(=NO1)C=1N=C(SC1)C1CCN(CC1)C(CN1C(=NC2=C1C=CC=C2)SC)=O